Dimethylsilyl-zirconium dichloride [Cl-].[Cl-].C[SiH](C)[Zr+2]